(7-fluorobenzo[d]thiazol-2-yl)methyl ((2-(2,6-dioxopiperidin-3-yl)-3-oxoisoindolin-5-yl)methyl)carbamate O=C1NC(CCC1N1CC2=CC=C(C=C2C1=O)CNC(OCC=1SC2=C(N1)C=CC=C2F)=O)=O